N-({1-[Methyl(propyl)carbamoyl]cyclopentyl}methyl)-4H,5H,6H,7H,8H,9H-cycloocta[b]thiophene-2-carboxamide CN(C(=O)C1(CCCC1)CNC(=O)C1=CC2=C(S1)CCCCCC2)CCC